2-(benzo[d]thiazol-2-yl)-4-methoxyaniline S1C(=NC2=C1C=CC=C2)C2=C(N)C=CC(=C2)OC